O[C@H]1[C@@H](C[C@@H]([C@H]1O)O)NCC1CN(C1)C(C)=O |r| 1-[3-[[[rac-(1R,2S,3R,4S)-2,3,4-trihydroxycyclopentyl]amino]methyl]azetidin-1-yl]ethanone